ClC=1C=2N(C=CN1)C(=NN2)[C@@H]2C[C@@H](CCC2)NC2=NC=C(C=N2)C(F)(F)F N-[(1R,3S)-3-(8-chloro-[1,2,4]triazolo[4,3-a]pyrazin-3-yl)cyclohexyl]-5-(trifluoromethyl)pyrimidin-2-amine